tert-butyl 3-(2-(3-(((S)-2-(5-(tert-butoxy)-5-oxopentanamido)-4-phenylbutanamido)methyl)-4-methylphenoxy)ethyl)piperidine-1-carboxylate C(C)(C)(C)OC(CCCC(=O)N[C@H](C(=O)NCC=1C=C(OCCC2CN(CCC2)C(=O)OC(C)(C)C)C=CC1C)CCC1=CC=CC=C1)=O